C(#N)[C@H](C[C@H]1C(NCCC1)=O)NC(=O)[C@@H]1N([C@@H]2CC([C@H]1CC2)(F)F)C(=O)C=2NC1=C(C(=CC(=C1C2)F)F)F (1S,3R,4S)-N-[(1S)-1-cyano-2-[(3S)-2-oxo-3-piperidyl]ethyl]-5,5-difluoro-2-(4,6,7-trifluoro-1H-indole-2-carbonyl)-2-azabicyclo[2.2.2]octane-3-carboxamide